C(C1=CC=CC=C1)OC(=O)N1COC2(C(=N1)C1=CC=C(C=C1C2)Cl)C(=O)OC 7-chloroindeno[1,2-E][1,3,4]oxadiazine-2,4A(3H,5H)-dicarboxylic acid-4A-methyl 2-benzyl ester